2-[4-(3-Phenyl-1,2-oxazole-5-carbonyl)piperazin-1-yl]-3H-quinazolin-4-one C1(=CC=CC=C1)C1=NOC(=C1)C(=O)N1CCN(CC1)C1=NC2=CC=CC=C2C(N1)=O